2-ethyl-2-methyl-4-oxo-4H-benzopyran-6-carbaldehyde C(C)C1(OC2=C(C(C1)=O)C=C(C=C2)C=O)C